COC=1C=C(C=NC1)C1=CC2=C(SC(=C2C)C(=O)N(CC2=NC=CC=C2)CCC(=O)NC)C=C1 5-(5-methoxypyridin-3-yl)-3-methyl-N-(3-(methylamino)-3-oxopropyl)-N-(pyridin-2-ylmethyl)benzo[b]thiophene-2-carboxamide